ClC1=C(C=CC=C1Cl)N1CCN(C2(CC2)C1)CC[C@@H]1CC[C@H](CC1)NC(N(C)CC)=O 3-(Trans-4-(2-(7-(2,3-dichlorophenyl)-4,7-diazaspiro[2.5]octane-4-yl)ethyl)cyclohexyl)-1-ethyl-1-methylurea